ClC=1C=NC=C(N1)Cl 3,5-dichloropyrazin